2,3-difluoro-5-methylbenzoic acid ethyl ester C(C)OC(C1=C(C(=CC(=C1)C)F)F)=O